C=C1CN2C[C@@H]3[C@H](C2C1)C3 (1aS,6bR)-5-methylenehexahydrocyclopropa[a]pyrrolizin